COC1=CC=C(CNC(NC2=CC=C(OC3=CC(=NC=C3)C(=O)NC)C=C2)=O)C=C1 4-(4-(3-(4-methoxybenzyl)ureido)phenoxy)-N-methylpicolinamide